4,4'-((4-((3,3,3-trifluoropropyl)carbamoyl)pyridine-2,6-diyl)bis(1H-1,2,3-triazole-4,1-diyl))bis(2-(trifluoromethyl)benzoic Acid) FC(CCNC(=O)C1=CC(=NC(=C1)C=1N=NN(C1)C1=CC(=C(C(=O)O)C=C1)C(F)(F)F)C=1N=NN(C1)C1=CC(=C(C(=O)O)C=C1)C(F)(F)F)(F)F